cysteamine trifluoroacetate salt FC(C(=O)O)(F)F.NCCS